disodium lauryl-N-carboxymethoxyethyl-N-carboxymethyl-imidazolinium dodecanoyl-sarcosinate C(CCCCCCCCCCC)(=O)N(C)CC(=O)[O-].C(CCCCCCCCCCC)C=1[N+](CCN1)(CC(=O)O)CCOCC(=O)O.[Na].[Na]